CO\C(=C/1\C(NC2=CC(=CC=C12)C(=O)OC)=O)\C1=CC=CC=C1 methyl (E)-3-(methoxy(phenyl)methylene)-2-oxoindoline-6-carboxylate